C(C(=C)C)(=O)OCC[N+](CC(=O)O)(C)C 2-[[2-(methacryloyloxy)ethyl]dimethylammonio]acetic acid